ClC=1C(=NC=C(N1)C(F)(F)F)N1[C@H](CN(CC1)C(=O)OC(C)(C)C)C(NC)=O tert-Butyl (R)-4-(3-chloro-5-(trifluoromethyl)pyrazin-2-yl)-3-(methylcarbamoyl)piperazine-1-carboxylate